ClC1=CC(=C(C2=CC=CC=C12)N)I 4-chloro-2-iodonaphthalen-1-amine